9H-pyrido[3,4-b]indole-3-carboxamide C1=NC(=CC2=C1NC1=CC=CC=C21)C(=O)N